ClC1=NC=C(C=C1NS(=O)(=O)C1=CC=C(C=C1)F)C=1C=C2C(=NNC2=NC1)C1=CC=NC=C1 N-(2-chloro-5-(3-(pyridin-4-yl)-1H-7-azaindazol-5-yl)pyridin-3-yl)-4-fluorobenzenesulfonamide